naphthaleneAt C1(=CC=CC2=CC=CC=C12)C(=O)[O-]